(2,3,4-trihydroxy-phenyl)ethan OC1=C(C=CC(=C1O)O)CC